OC1CN(CCC1)CCNC(=O)C1=CC(=C(S1)C=1N2C(SC1C=1C=NN(C1)C)=C(C=N2)C(=O)N)C (5-((2-(3-hydroxypiperidin-1-yl)ethyl)carbamoyl)-3-methylthiophene-2-yl)-2-(1-methyl-1H-pyrazol-4-yl)pyrazolo[5,1-b]Thiazole-7-carboxamide